(5-Methoxy-3,4-dihydroquinolin-1(2H)-yl)(5-phenylpyridin-3-yl)methanone COC1=C2CCCN(C2=CC=C1)C(=O)C=1C=NC=C(C1)C1=CC=CC=C1